C[C@H]1N(S(OC1)(=O)=O)C(=O)OC(C)(C)C 2-methyl-2-propyl (4R)-4-methyl-1,2,3-oxathiazolidine-3-carboxylate 2,2-dioxide